(E)-3-(3-chloro-1H-indazol-6-yl)-N-(6-methoxy-2,4-dimethylpyridin-3-yl)acrylamide 9-fluoro-1-octylnonyl-6-(4-hydroxybutylamino)hexanoate FCCCCCCCCC(CCCCCCCC)OC(CCCCCNCCCCO)=O.ClC1=NNC2=CC(=CC=C12)/C=C/C(=O)NC=1C(=NC(=CC1C)OC)C